1-chloro-4-(4-(chloromethyl)-3-methoxyphenyl)naphthalene ClC1=CC=C(C2=CC=CC=C12)C1=CC(=C(C=C1)CCl)OC